(E)-1,1,1,2,3,4,5,5,5-nonafluoro-4-(trifluoromethyl)-2-pentene FC(/C(=C(/C(C(F)(F)F)(C(F)(F)F)F)\F)/F)(F)F